S(SCC[C@@H](C(=O)O)N)CC[C@@H](C(=O)O)N (2S,2'S)-4,4'-disulfanediylbis(2-aminobutanoic acid)